FC(C=1N=C2N(C=CC=C2)C1C(=O)N1[C@H](C=2C(CC1)=C(N(N2)C)C2=CC(=C(C(=C2)F)F)F)C)F [2-(difluoromethyl)imidazo[1,2-a]pyridin-3-yl]-[(7S)-2,7-dimethyl-3-(3,4,5-trifluorophenyl)-5,7-dihydro-4H-pyrazolo[3,4-c]pyridin-6-yl]methanone